Oleic acid-13C18 methyl-2-(3-fluoro-5-(prop-1-en-2-yl)-2-(trifluoromethyl)phenyl)acetate COC(CC1=C(C(=CC(=C1)C(=C)C)F)C(F)(F)F)=O.[13C]([13CH2][13CH2][13CH2][13CH2][13CH2][13CH2][13CH2]\[13CH]=[13CH]/[13CH2][13CH2][13CH2][13CH2][13CH2][13CH2][13CH2][13CH3])(=O)O